7-fluoro-1-methyl-2-(4-(methylsulfonyl)phenyl)-1H-benzo[d]imidazole FC1=CC=CC2=C1N(C(=N2)C2=CC=C(C=C2)S(=O)(=O)C)C